3,10-dibromoperylene BrC=1C=CC=2C=3C=CC(=C4C=CC=C(C5=CC=CC1C52)C43)Br